tert-butyl 3-oxo-2-(4-(trifluoromethyl)pyridin-3-yl)-2,8-diazaspiro[4.5]decane-8-carboxylate O=C1N(CC2(C1)CCN(CC2)C(=O)OC(C)(C)C)C=2C=NC=CC2C(F)(F)F